NC1C[C@H](NN1)[C@H]1C[C@H](CC1)N(C([O-])=O)C(C)C (1S,3R)-3-((3S)-5-aminopyrazolidin-3-yl)cyclopentylisopropylcarbamate